benzyloxy-3,4,5,6-tetrahydro-2,6a-methano[1,4]diazonino[9,1,2-cd]indolizine-1,8,10(7H)-trione C(C1=CC=CC=C1)OC1N2C(C=3N4C(CC(C4=CC(C3)=O)=O)(CCC1)C2)=O